N[C@H](C(=O)N[C@H]1CN(CC12CC2)CCCC(=O)N(CC)CC)CCCC=2C(=NC=CC2)N (S)-2-amino-5-(2-aminopyridin-3-yl)-N-((R)-5-(4-(diethylamino)-4-oxobutyl)-5-azaspiro[2.4]heptan-7-yl)pentanamide